((4-bromo-2-methoxyphenyl)imino)hexahydro-1λ6-Thiopyran-1-oxide BrC1=CC(=C(C=C1)N=S1(CCCCC1)=O)OC